CC1(OB(OC1(C)C)C1=CC=C(OCC(=O)OCC)C=C1)C ethyl 2-(4-(4,4,5,5-tetramethyl-1,3,2-dioxaborolan-2-yl)phenoxy)acetate